[(2R)-5-Oxopyrrolidin-2-yl]methyl 3-[[2-fluoro-4-(trifluoromethyl)phenyl]methoxy]azetidine-1-carboxylate FC1=C(C=CC(=C1)C(F)(F)F)COC1CN(C1)C(=O)OC[C@@H]1NC(CC1)=O